3-amino-6-chloro-4-(7-fluoro-1H-indazol-4-yl)-1H-1,7-phenanthrolin-2-one NC=1C(NC2=C3C=CC=NC3=C(C=C2C1C1=C2C=NNC2=C(C=C1)F)Cl)=O